ClC1=C(C=CC=C1C1=C(C(=NC=C1)C1=CC=C2C(=CN(C2=C1)C)CN(C)C)Cl)C1=CC=C(C(=N1)OC)CNC[C@@H]1CCC(N1)=O (5S)-5-[[[6-[2-Chloro-3-[3-chloro-2-[3-[(dimethylamino)methyl]-1-methyl-indol-6-yl]-4-pyridyl]phenyl]-2-methoxy-3-pyridyl]methylamino]methyl]pyrrolidin-2-one